ClC=1C=CC(=C(C1)C1=CC(=CN=N1)NC1=CC=NC2=CC(=CC=C12)OCCN1CCN(CC1)CC)F N-[6-(5-chloro-2-fluorophenyl)pyridazin-4-yl]-7-[2-(4-ethylpiperazin-1-yl)ethoxy]-quinolin-4-amine